FC(C=1N=CC=2N(C1)C(=CN2)C2=NC=CC(=N2)N2C[C@H](C([C@H](C2)C)(F)F)CNS(=O)(=O)C)F N-(((3S,5S)-1-(2-(6-(Difluoromethyl)imidazo[1,2-a]pyrazin-3-yl)pyrimidin-4-yl)-4,4-difluoro-5-methylpiperidin-3-yl)methyl)methanesulfonamide